BrC=1C=C2C=CN(C(C2=CC1OC)=O)C1CCN(CC1)C(=O)OC(C)(C)C tert-butyl 4-(6-bromo-7-methoxy-1-oxoisoquinolin-2-yl)piperidine-1-carboxylate